6-(2,4-dimethoxypyrimidin-5-yl)-2-isobutylimidazo[1,2-b]pyridazine COC1=NC=C(C(=N1)OC)C=1C=CC=2N(N1)C=C(N2)CC(C)C